ClC(C1=NC(=NO1)C=1C=CC(=NC1)CP(OCC)(=O)NC1=CC(=CC=C1)F)(F)F ethyl P-((5-(5-(chlorodifluoromethyl)-1,2,4-oxadiazol-3-yl)pyridin-2-yl)methyl)-N-(3-fluorophenyl)phosphonamidate